N=1NN=NC1C1=CC=C(CN2C3=C(OCC2)C=NC(=N3)C=3C(=NC=NC3OC)C3CC3)C=C1 8-(4-(2H-tetrazol-5-yl)benzyl)-2-(4-cyclopropyl-6-methoxypyrimidin-5-yl)-7,8-dihydro-6H-pyrimido[5,4-b][1,4]oxazine